FC1=CC=C(COC2=CC=C(C=C2)NC2=NC=NC3=CC=C4C(=C23)OCCN4C(C=C)=O)C=C1 1-(10-((4-((4-fluorobenzyl)oxy)phenyl)amino)-2,3-dihydro-4H-[1,4]oxazino[2,3-f]quinazolin-4-yl)prop-2-en-1-one